monohydroxyanthraquinone compound with maleic anhydride C1(\C=C/C(=O)O1)=O.OC1=CC=CC=2C(C3=CC=CC=C3C(C12)=O)=O